C[C@@](C(=O)NC1=CC=C(C=C1)N1CCC(CC1)C)(CCC)NS(=O)(=O)C1=CC=C(C=C1)C (S)-Methyl-2-(4-methylphenylsulfonamido)-N-(4-(4-methylpiperidin-1-yl)phenyl)pentanamide